C1(CC1)C(=O)NC=1C(=C(N=NC1)C(=O)NC([2H])([2H])[2H])NC1=C(C(=CC=C1)C1=NC=C(N=C1)C(N(C)C)=O)OC (cyclopropanecarboxamido)-4-((3-(5-(dimethylcarbamoyl)pyrazin-2-yl)-2-methoxyphenyl)amino)-N-(methyl-d3)pyridazine-3-carboxamide